allyl-6-(methylthio)-1,2-dihydro-3H-pyrazolo[3,4-d]pyrimidin-3-one C(C=C)N1NC(C=2C1=NC(=NC2)SC)=O